N[C@H](C(=O)OC)CC1=C(C=CC=C1)Cl Methyl (S)-2-amino-3-(2-chlorophenyl)propanoate